CN1[C@H](C(C1)OC1=C(C=C(C=C1)[N+](=O)[O-])C)C (2S)-1,2-dimethyl-3-(2-methyl-4-nitrophenoxy)azetidine